ClC=1C=C2C(=NNC2=CC1)CC(=O)N[C@H]1C[C@H](CCC1)NC1=CC(=NC2=CC=C(C=C12)C)C(F)(F)F 2-(5-chloro-1H-indazol-3-yl)-N-[(1r,3s)-3-{[6-methyl-2-(trifluoromethyl)quinolin-4-yl]amino}cyclohexyl]acetamide